N[C@@H](CCSC)C(=O)O.[Na] sodium methionin